7-methoxy-2-methyl-6-(2,7-diazaspiro[3.5]nonan-7-yl)quinazoline COC1=C(C=C2C=NC(=NC2=C1)C)N1CCC2(CNC2)CC1